C(C)(C)(C)OC(=O)N1CCC(CC1)(C)C(N[C@H](C(=O)OC)CCCCCCCC1=NC=2NCCCC2C=C1)=O (S)-4-((1-methoxy-1-oxo-9-(5,6,7,8-tetrahydro-1,8-naphthyridin-2-yl)nonan-2-yl)carbamoyl)-4-methylpiperidine-1-carboxylic acid tert-butyl ester